2-(2-chlorophenyl)-N-(2-(difluoromethyl)-7-sulfamoyl-2H-indazol-5-yl)acetamide ClC1=C(C=CC=C1)CC(=O)NC1=CC2=CN(N=C2C(=C1)S(N)(=O)=O)C(F)F